ClC=1C=C2CCC(C2=CC1)=C1C(OC(OC1=O)(C)C)=O 5-(5-chloro-2,3-dihydro-1H-inden-1-ylidene)-2,2-dimethyl-1,3-dioxane-4,6-dione